2-[Methyl-(pyridine-3-carbonyl)-amino]-5-oxo-5H-thieno[3,2-b]pyran-6-carboxylic acid CN(C1=CC=2OC(C(=CC2S1)C(=O)O)=O)C(=O)C=1C=NC=CC1